methyl (E)-4-(2-(2-(4-(2-(4-chloro-2-fluorophenyl)-2-methylbenzo[d][1,3]dioxol-4-yl)piperidin-1-yl)acetyl)hydrazinyl)-4-oxobut-2-enoate ClC1=CC(=C(C=C1)C1(OC2=C(O1)C=CC=C2C2CCN(CC2)CC(=O)NNC(/C=C/C(=O)OC)=O)C)F